OC(=O)C(F)(F)F.CC1(COC1)NC=1C(=CC(=NC1)N)[N+](=O)[O-] N5-(3-methyloxetan-3-yl)-4-nitropyridine-2,5-diamine TFA salt